FC1=CC=C(C=C1)C1=NC(=CC(=C1)C(C)(C)NC(OCC1=CC=CC=C1)=O)C(CNC(=O)C1=CC(=NN1C)N1N=CC=C1)(C)O benzyl (2-(2-(4-fluorophenyl)-6-(2-hydroxy-1-(1'-methyl-1'H-[1,3'-bipyrazole]-5'-carboxamido)propan-2-yl)pyridin-4-yl)propan-2-yl)carbamate